CC1=CC=C(C(=O)N[C@H](CC(C)C)C(=O)OC)C=C1 Methyl (4-methylbenzoyl)-D-leucinate